6-amino-2-[S(S)-ethylsulphonyl]-9-[(4-bromophenyl)methyl]-N-methyl-8-oxo-N-propyl-purine-7-carboxamide NC1=C2N(C(N(C2=NC(=N1)S(=O)(=O)CC)CC1=CC=C(C=C1)Br)=O)C(=O)N(CCC)C